Cl.C(C)(C)N(CCS)C(C)C 2-diisopropylaminoethanethiol hydrochloric acid salt